FC(C=1C=NC(=NC1)N1CCC=CC1)(F)F 1-(5-(trifluoromethyl)pyrimidin-2-yl)-1,2,3,6-tetrahydropyridin